5-amino-6-((2,2-difluoroethyl)amino)-1-methylpyrimidine-2,4(1H,3H)-dione NC=1C(NC(N(C1NCC(F)F)C)=O)=O